BrC1=CC=C(C(=N1)NC(=O)[C@H]1N[C@@H]2C[C@@H]2C1)C (1R,3S,5R)-N-(6-bromo-3-methylpyridin-2-yl)-2-azabicyclo[3.1.0]hexane-3-carboxamide